COC(C1=C(C=C(C=C1)C1=C(N=C2N1N=C(C=C2N2C[C@@H](CC2)NC(C)=O)C)C)F)=O.C(C)(C)C2=CC=C(C=C2)N2C1=CC=CC=C1SC=1C=CC=CC21 10-(4-isopropylphenyl)phenothiazine methyl-(R)-4-(8-(3-acetamidopyrrolidin-1-yl)-2,6-dimethylimidazo[1,2-b]pyridazin-3-yl)-2-fluorobenzoate